2-amino-3-(2-(methoxymethyl)azetidin-1-yl)phenol NC1=C(C=CC=C1N1C(CC1)COC)O